allyl methyl malonate dipentyl-malonate C(CCCC)C(C(=O)O)(C(=O)O)CCCCC.C(CC(=O)OC)(=O)OCC=C